1-(2-bromoethyl) cyclopropylsulfonate C1(CC1)S(=O)(=O)OCCBr